2-methyl-6-[4-(propan-2-yl)piperazin-1-yl]aniline CC1=C(N)C(=CC=C1)N1CCN(CC1)C(C)C